4-methyl-3-{2-methyl-6-[4-(trifluoromethyl)phenoxy]pyrimidin-4-yl}-1-[2-(methylsulfanyl)ethyl]-1H,4H,5H-pyrrolo[3,2-b]pyridin-5-one CN1C2=C(C=CC1=O)N(C=C2C2=NC(=NC(=C2)OC2=CC=C(C=C2)C(F)(F)F)C)CCSC